OC1=CC=C(OC2=CC=C(C=C2)CCC(=O)OCCC2=CC=C(C=C2)O)C=C1 4-hydroxyphenylethyl 3-(4-(4-hydroxyphenoxy) phenyl)-propanoate